BrC1=CC=C(COCC2=CC=C(C=C2)Br)C=C1 p-bromobenzyl oxide